(3S)-3-methyl-7-(trifluoromethyl)-1,2,3,4,4a,9b-hexahydrobenzofuro[3,2-b]pyridine C[C@H]1CC2C(NC1)C1=C(O2)C=C(C=C1)C(F)(F)F